FC1(CCC(CC1)NC1=NC(=NC=C1OC)C=1SC=C(N1)C)F N-(4,4-difluorocyclohexyl)-5-methoxy-2-(4-methylthiazol-2-yl)pyrimidin-4-amine